C(C)(C)(C)OC(=O)N1C(C2(CCOCC2)C2=C(C=C(C=C12)NC(=O)OC(C)(C)C)F)=O 6-(tert-Butoxycarbonylamino)-4-fluoro-2-oxospiro[indoline-3,4'-tetrahydropyran]-1-carboxylic acid tert-butyl ester